O=C1C(=CC2=CC=CC=C12)C(C(F)(F)F)=O.[In+3] indium(III) 1-oxo-2-(2,2,2-trifluoroacetyl)-1H-inden